2-(6-(3,5-dimethylisoxazol-4-yl)-4-((3-fluoropyridin-2-yl)(tetrahydro-2H-pyran-4-yl)methyl)-1-methyl-1,4-dihydropyrazolo[3',4':4,5]pyrrolo[3,2-b]pyridin-3-yl)propan-2-ol CC1=NOC(=C1C=1C=C2C(=NC1)C1=C(N2C(C2CCOCC2)C2=NC=CC=C2F)C(=NN1C)C(C)(C)O)C